1-stearoyl-2-arachidonylglycerol C(CCCCCCCCCCCCCCCCC)(=O)OCC(OCCCC\C=C/C\C=C/C\C=C/C\C=C/CCCCC)CO